tert-Butyl 4-(pyridin-4-ylcarbonyl)piperazine-1-carboxylate N1=CC=C(C=C1)C(=O)N1CCN(CC1)C(=O)OC(C)(C)C